1,1,1,3,3,3-hexafluoropropan-2-yl 1-(3-morpholinyl-5-(trifluoromethoxy) benzyl)-1,8-diazaspiro[4.5]decane-8-carboxylate N1(CCOCC1)C=1C=C(CN2CCCC23CCN(CC3)C(=O)OC(C(F)(F)F)C(F)(F)F)C=C(C1)OC(F)(F)F